ClC1=CN=C2C(=N1)NC=C2C2=NC(=C(C(=N2)N[C@@H]2[C@H](C1CCC2CC1)C(=O)OCC)F)C=1SC=CC1 (2S,3S)-ethyl 3-((2-(3-chloro-5H-pyrrolo[2,3-b]pyrazin-7-yl)-5-fluoro-6-(thiophen-2-yl) pyrimidin-4-yl)amino)bicyclo[2.2.2]octane-2-carboxylate